FC=1C=C(C#N)C=CC1N1CCN(CC1)CC1=CC=C(C=C1)CC=1C=2C3=C(C(NC3=CC1)=O)C=CC2 3-fluoro-4-[4-[[4-[(2-oxo-1H-benzo[cd]indol-6-yl)methyl]phenyl]methyl]piperazin-1-yl]benzonitrile